4-bromo-2-ethylsulfonyl-benzoic acid BrC1=CC(=C(C(=O)O)C=C1)S(=O)(=O)CC